Tetrazolo[1,5-b]thieno[3,4-d]pyridazine N=1N=NN2N=CC=3C(C21)=CSC3